C1(CC1)CN1N=CC(=C1)C1=NC(=CC(=N1)N1CC2(C=3C=NC(=CC31)NC(C)=O)CC2)C N-(1'-(2-(1-(cyclopropylmethyl)-1H-pyrazol-4-yl)-6-methylpyrimidin-4-yl)-1',2'-dihydrospiro[cyclopropane-1,3'-pyrrolo[3,2-c]pyridin]-6'-yl)acetamide